5-isopropoxy-N-((3r,4s)-3-methyl-1-(methylsulfonyl)piperidin-4-yl)-6-(1H-pyrazol-4-yl)-[1,2,4]triazolo[1,5-a]pyrazin-2-amine C(C)(C)OC1=C(N=CC=2N1N=C(N2)N[C@@H]2[C@@H](CN(CC2)S(=O)(=O)C)C)C=2C=NNC2